N-(3-fluoro-5-(5-((1S,2R)-2-fluorocyclopropyl)-1,2,4-oxadiazol-3-yl)-2-methylphenyl)-6-morpholinoimidazo[1,2-a]pyridine-3-carboxamide FC=1C(=C(C=C(C1)C1=NOC(=N1)[C@H]1[C@@H](C1)F)NC(=O)C1=CN=C2N1C=C(C=C2)N2CCOCC2)C